4-[(1-methylpiperidin-4-yl)methyl]Piperazine CN1CCC(CC1)CN1CCNCC1